(R/S)-1-phenyl(naphthyl)ethyl-amine C1(=CC=CC=C1)[C@@H](CC1=CC=CC2=CC=CC=C12)N |r|